2-hydroxy-3-phenylnaphthalene OC1=CC2=CC=CC=C2C=C1C1=CC=CC=C1